ClC1=C(C=C2C(=C(N(C2=C1F)C)C1=NN=C(N1)C(F)(F)F)N1C=NC=C1)OC 6-chloro-7-fluoro-3-(1H-imidazol-1-yl)-5-methoxy-1-methyl-2-(5-(trifluoromethyl)-4H-1,2,4-triazol-3-yl)-1H-indole